1-vinyl-3-sulfobutylimidazole trifluoromethanesulfonate FC(S(=O)(=O)O)(F)F.C(=C)C(CC(C)S(=O)(=O)O)C=1NC=CN1